ethyl 1-[6-[1-(tert-butoxycarbonyl)-2,5-dihydropyrrol-3-yl]-5-fluoropyridin-3-yl]-1,2,3-triazole-4-carboxylate Ethyl-1-(6-bromo-5-fluoropyridin-3-yl)-1,2,3-triazole-4-carboxylate C(C)OC(=O)C=1N=NN(C1)C=1C=NC(=C(C1)F)Br.C(C)(C)(C)OC(=O)N1CC(=CC1)C1=C(C=C(C=N1)N1N=NC(=C1)C(=O)OCC)F